CN1CCC(CC1)CNC(=O)C1(CC2=CC=CC=C2C1)CC(=O)O 2-[2-[(1-methyl-4-piperidinyl)methylcarbamoyl]indan-2-yl]acetic acid